COC1=C(C(=CC=C1)NCC1=CC2=CC=CC=C2C=C1)N 3-Methoxy-N1-(naphthalen-2-ylmethyl)benzene-1,2-diamine